BrC1=CC(=C(C(=C1)CO)CO)F [4-bromo-2-fluoro-6-(hydroxymethyl)phenyl]methanol